tert-Butyl 2-(3-acetyl-6-(dimethylcarbamoyl)-5-(2-methylpyrimidin-5-yl)-1H-indazol-1-yl)acetate C(C)(=O)C1=NN(C2=CC(=C(C=C12)C=1C=NC(=NC1)C)C(N(C)C)=O)CC(=O)OC(C)(C)C